C(C1=CC=CC=C1)OCCC1=NC=2C(=C3C(=NC2)C=CS3)N1CC1=CC=C(C=C1)OC 2-(2-(benzyloxy)ethyl)-1-(4-methoxybenzyl)-1H-imidazo[4,5-d]thieno[3,2-b]pyridine